OCCCCCCCCCC1=CC2=C(N(C(N2C)=O)C2C(NC(CC2)=O)=O)C=C1 3-(5-(9-hydroxynonyl)-3-methyl-2-oxo-2,3-dihydro-1H-benzo[d]imidazol-1-yl)piperidine-2,6-dione